2'-[6-amino-5-(trifluoromethyl)pyridin-3-yl]-N-[(1S)-1-(pyridin-4-yl)ethyl]-5',6'-dihydrospiro[azetidine-3,4'-pyrrolo[1,2-b]pyrazole]-1-carboxamide NC1=C(C=C(C=N1)C=1C=C2N(N1)CCC21CN(C1)C(=O)N[C@@H](C)C1=CC=NC=C1)C(F)(F)F